tert-Butyl 3-(7-fluoro-2,1-benzoxazol-3-yl)-5,6-dihydro-2H-pyridine-1-carboxylate FC1=CC=CC2=C(ON=C21)C=2CN(CCC2)C(=O)OC(C)(C)C